P(=O)(OC1=CC=CC=C1)(OC1=CC=CC=C1)[O-].[Li+] lithium diphenyl phosphate